NC=1N=NC(=CC1N1N=CC(=C1)C1CC2(CN(C2)C(=O)OC(C)(C)C)C1)C1=C(C=CC=C1)O tert-butyl 6-[1-[3-amino-6-(2-hydroxyphenyl)pyridazin-4-yl]pyrazol-4-yl]-2-azaspiro[3.3]heptane-2-carboxylate